(R)-2-(5-((4-((2-chloro-5-(1-(difluoromethyl)-1H-pyrazol-3-yl)pyridin-4-yl)amino)butan-2-yl)oxy)-1-methyl-1H-pyrazol-4-yl)pyrimidin-4-amine ClC1=NC=C(C(=C1)NCC[C@@H](C)OC1=C(C=NN1C)C1=NC=CC(=N1)N)C1=NN(C=C1)C(F)F